Ethyl 4-((tert-butoxycarbonyl)amino)-1-methylcyclohexanecarboxylate C(C)(C)(C)OC(=O)NC1CCC(CC1)(C(=O)OCC)C